CC(C)(C)C1=CC(=NC(=N1)C1=NC=CC=C1)NCCC(=O)O N-[6-(1,1-dimethylethyl)-2-(2-pyridinyl)-4-pyrimidinyl]-beta-alanine